FC(C1=CC=C(C=C1)C=1C=NC(=C2C=CC=NC12)N[C@@H]1CN(CC1)C(=O)OC(C)(C)C)(F)F tert-butyl (S)-3-((8-(4-(trifluoromethyl)phenyl)-1,6-naphthyridin-5-yl)amino)pyrrolidine-1-carboxylate